6-(4-((2,7-diazaspiro[4.4]nonan-2-yl)methyl)benzyl)-2-amino-4-(butylamino)pyrido[4,3-d]pyrimidin-5(6H)-one C1N(CCC12CNCC2)CC2=CC=C(CN1C(C3=C(N=C(N=C3NCCCC)N)C=C1)=O)C=C2